C(\C=C\C)N1C(C2=C(C(=C1)C=1C=C(C(=O)N(C)C)C=CC1F)C=CN2)=O 3-[6-[(E)-but-2-enyl]-7-oxo-1H-pyrrolo[2,3-c]pyridin-4-yl]-4-fluoro-N,N-dimethyl-benzamide